ClC=1C(=C(CN2C(CC(CC2)(C(=O)O)CC2=NC(=CC=C2)NC=2SC=CN2)C(F)(F)F)C=CC1)F 1-(3-chloro-2-fluorobenzyl)-4-((6-(thiazol-2-ylamino)pyridin-2-yl)methyl)-2-(trifluoromethyl)piperidine-4-carboxylic acid